2-chloro-pyrimidine-5-carbaldehyde ClC1=NC=C(C=N1)C=O